BrC=1C=CC2=C(NC(=N2)NC(C2=CC(=CC=C2)Cl)=O)C1 N-(6-bromo-1H-benzimidazol-2-yl)-3-chlorobenzamide